OC=1N(N=C2CCC(CC12)N(C)CC1=CC=C(C(=O)N)C=C1)C1=NC=CC=C1 4-(((3-Hydroxy-2-(pyridin-2-yl)-4,5,6,7-tetrahydro-2H-indazol-5-yl)(methyl)amino)methyl)benzamide